NC1=NC=CC=C1C1=NC=2C(=NC(=CC2)N2CCN(C(CC2)=O)C)N1C1=CC=C(C=C1)CO 1-(2-(2-Aminopyridin-3-yl)-3-(4-(hydroxymethyl)phenyl)-3H-imidazo[4,5-b]pyridin-5-yl)-4-methyl-1,4-diazepan-5-one